[Hg].F fluoran mercury